phosphoric acid Lithium vanadium [V].[Li].P(O)(O)(O)=O